FC1=CC=C(OC=2N=CC(=NC2)NC(C(C)N2CC(N(CC2)C(=O)OC(C)(C)C)(C)C)=O)C=C1 tert-butyl 4-(1-(5-(4-fluorophenoxy)pyrazin-2-ylamino)-1-oxopropan-2-yl)-2,2-dimethylpiperazine-1-carboxylate